COC1=C(C(=CC(=C1)C=C[N+](=O)[O-])OC)SC(CCC)O ((2,6-dimethoxy-4-(2-nitrovinyl)phenyl)thio)butan-1-ol